4-(((6-fluoro-7-methoxyquinolin-4-yl)amino)methyl)benzenesulfonamide FC=1C=C2C(=CC=NC2=CC1OC)NCC1=CC=C(C=C1)S(=O)(=O)N